N[C@@H](CCC(=O)[O-])C(=O)[O-].[Cu+2].[Ag+] silver copper glutamate